F[C@@H]1[C@@H](C1)N(C1=NC(=NC=2N1N=CC2C#N)S(=O)(=O)C)CC2=CC=C(C=C2)OC 4-(((1R,2S)-2-fluorocyclopropyl)(4-methoxybenzyl)amino)-2-(methylsulfonyl)pyrazolo[1,5-a][1,3,5]triazine-8-carbonitrile